ClC=1C=CC(=C(C1)C1=CC(N(C=C1OC)C(C(=O)NC=1C=CC(=NC1)C(=O)NC)CCOC)=O)C1=CN=CO1 5-[(2-{4-[5-chloro-2-(1,3-oxazol-5-yl)phenyl]-5-methoxy-2-oxopyridin-1(2H)-yl}-4-methoxybutyryl)amino]-N-methylpyridine-2-carboxamide